BrC1=CC=C2C=NN(C2=C1)C 6-bromo-1-methyl-indazole